ClC1=NC(=C2N=CN(C2=N1)[C@@H]1O[C@@H]([C@H]([C@H]1O)O)CO)N1CC2(CCOCC2)C2=CC=CC=C12 (2R,3R,4S,5R)-2-(2-chloro-6-spiro[indolin-3,4'-tetrahydropyran]-1-ylpurine-9-yl)-5-(hydroxymethyl)tetrahydrofuran-3,4-diol